(S)-tert-butyl-(2-isothiocyanato-propoxy)diphenylsilane C(C)(C)(C)[Si](C1=CC=CC=C1)(C1=CC=CC=C1)OC[C@H](C)N=C=S